CC=1C(NN=CC1N1CC(C1)OC1=CC=C(C=C1)C(F)(F)F)=O 4-methyl-5-{3-[4-(trifluoromethyl)phenoxy]azetidin-1-yl}-2H-pyridazin-3-one